4-(4-(4-(((3R,5R)-5-((1H-1,2,4-triazol-1-yl)methyl)-5-(2,4-difluorophenyl)tetrahydrofuran-3-yl)methoxy)-3-methylphenyl)piperazin-1-yl)-N-(5-chloropyridin-2-yl)benzamide N1(N=CN=C1)C[C@@]1(C[C@@H](CO1)COC1=C(C=C(C=C1)N1CCN(CC1)C1=CC=C(C(=O)NC2=NC=C(C=C2)Cl)C=C1)C)C1=C(C=C(C=C1)F)F